methyl 2-(tert-butoxycarbonylamino)-3-(thiazol-2-yl)propanoate C(C)(C)(C)OC(=O)NC(C(=O)OC)CC=1SC=CN1